γ-acryloxypropyl-methyldimethoxysilane tert-Butyl-3-(2-isopropyl-3-methyl-butoxy)pyrazole-1-carboxylate C(C)(C)(C)OC(=O)N1N=C(C=C1)OCC(C(C)C)C(C)C.C(C=C)(=O)OCCC[Si](OC)(OC)C